5,7-dimethoxy-3-(3-(methyl-(piperidin-4-yl)amino)propoxy)-2-(3,4,5-trimethoxyphenyl)-4H-chromene-4-one hydrochloride Cl.COC1=C2C(C(=C(OC2=CC(=C1)OC)C1=CC(=C(C(=C1)OC)OC)OC)OCCCN(C1CCNCC1)C)=O